[Cl-].O=C(CC1=NN=N[NH2+]1)C 5-(2-oxopropyl)-1H-tetrazol-1-ium chloride